(S)-N-(3-(1-((7-methoxyquinolin-3-yl)amino)ethyl)phenyl)-5-methylnicotinamide COC1=CC=C2C=C(C=NC2=C1)N[C@@H](C)C=1C=C(C=CC1)NC(C1=CN=CC(=C1)C)=O